[Cl-].[Mn+3].OC1=C(C=CC=C1)C=NCCN=CC1=C(C=CC=C1)O.[Cl-].[Cl-] [N,N'-Bis[(2-hydroxyphenyl)methylene]-1,2-diaminoethane] manganese(III) chloride